C1(CC(CC(C1)CCC(=O)[O-])CCC(=O)[O-])CCC(=O)[O-] cyclohexan-1,3,5-tripropionat